(S)-1-(2-(4,4-difluoropiperidin-1-yl)-3-fluorophenyl)ethan-1-ol FC1(CCN(CC1)C1=C(C=CC=C1F)[C@H](C)O)F